N-(6-(3-cyano-5-methoxyphenyl)imidazo[1,2-a]pyridin-2-yl)-4-fluorotetrahydro-2H-pyran-4-carboxamide C(#N)C=1C=C(C=C(C1)OC)C=1C=CC=2N(C1)C=C(N2)NC(=O)C2(CCOCC2)F